CN1N=CC2=CC=C(C(=C12)C1=C2C(=NC(=C1C#N)N1CC3(CN(C3)C(C=C)=O)CC1)CC(OC2)(C)C)C 4-(1,6-dimethyl-1H-indazol-7-yl)-7,7-dimethyl-2-(2-(2-propenoyl)-2,6-diazaspiro[3.4]octan-6-yl)-7,8-dihydro-5H-pyrano[4,3-b]pyridine-3-carbonitrile